NCCC1=CN(C2=CC=CC=C12)C=1N=C(C2=C(N1)CCOC2)NCCC2=CC=CC=C2 2-(3-(2-Aminoethyl)-1H-indol-1-yl)-N-phenethyl-7,8-dihydro-5H-pyrano[4,3-d]pyrimidin-4-amine